(R)-2,2-dimethyl-6-(oxirane-2-yl)-4H-benzo[D][1,3]dioxin CC1(OCC2=C(O1)C=CC(=C2)[C@H]2OC2)C